CC(C)[C@@H](C(=O)O)NC(=O)C The molecule is an L-valine derivative in which one of the amino hydrogens of L-valine has been replaced by an acetyl group. It is a N-acetyl-L-amino acid and a L-valine derivative. It is a conjugate acid of a N-acetyl-L-valinate.